2,4-diisopropyl-D-xylose O-methyloxime CON=C[C@](O)([C@@H](O)[C@](O)(CO)C(C)C)C(C)C